1-chloro-3,5-diiodobenzene ClC1=CC(=CC(=C1)I)I